4-((4-cyanobenzamido)methyl)benzoic acid C(#N)C1=CC=C(C(=O)NCC2=CC=C(C(=O)O)C=C2)C=C1